[Cl-].[Cl-].C[SiH](C)[Zr+2](C1CCC2CC=CC=C12)C1CCC2CC=CC=C12 dimethylsilylbis-(tetrahydroindenyl)zirconium dichloride